C(CCC)(=O)C1=CC(=C(C=N1)C1=NC=C2C=C(N=CC2=C1)NC([C@@H](C)OC)=O)C (R)-N-(7-(6-butyryl-4-methylpyridin-3-yl)-2,6-naphthyridin-3-yl)-2-methoxypropanamide